C(C)(C)(C)C1=CC=C(C=C1)C=1N=NN(C1)S(=O)(=O)C1=CC=C(C)C=C1 4-Tert-butylphenyl-1-p-toluenesulfonyl-1H-1,2,3-triazole